ClC=1C(=NC(=NC1)N[C@H]1[C@@H](COCC1)O)C1=C(C(=NS1)C1CCN(CC1)C)C (3S,4R)-4-((5-chloro-4-(4-methyl-3-(1-methylpiperidin-4-yl)isothiazol-5-yl)pyrimidin-2-yl)amino)tetrahydro-2H-pyran-3-ol